4-methoxy-2-[6-(3-{[(2S)-1-(1H-tetrazol-1-yl)propan-2-yl]oxy}phenyl)imidazo[1,2-b]pyridazin-3-yl]pyridine-3-carbonitrile COC1=C(C(=NC=C1)C1=CN=C2N1N=C(C=C2)C2=CC(=CC=C2)O[C@H](CN2N=NN=C2)C)C#N